C1=C(C=CC2=CC=CC=C12)NC(=O)C1=NC=CC=C1 N-(naphthalen-2-yl)pyridineamide